Cl.C1(NC(C2=CC=CC=C12)=O)=O isoindoline-1,3-dione-hydrochloride